FC(CNC(C=C)=O)F N-(2,2-difluoroethyl)acrylamide